B(O)(O)CCCC[C@]1(NC[C@@H]2N(CC[C@@H]21)C(=O)OCOC(=O)[C@H]2NCCC2)C(=O)O (3aS,4R,6aR)-4-(4-boronobutyl)-1-((((S)-pyrrolidine-2-carbonyloxy)methoxy)carbonyl)octahydropyrrolo[3,4-b]pyrrole-4-carboxylic acid